BrC1=CC(=C(C(=C1)F)C(CC(=O)O)(F)F)F 4-bromo-β,β,2,6-tetrafluoro-benzenepropanoic acid